CC(C1=CC=CC=C1)(S(=O)[O-])C dimethylbenzylsulfinate